6-(2-Hydroxy-2-methylpropoxy)-4-(6-(3-(3-nitro-1H-pyrazol-1-yl)azetidin-1-yl)pyridin-3-yl)pyrazolo[1,5-a]pyridine-3-carbonitrile OC(COC=1C=C(C=2N(C1)N=CC2C#N)C=2C=NC(=CC2)N2CC(C2)N2N=C(C=C2)[N+](=O)[O-])(C)C